6-[(1S,4S)-2,5-diazabicyclo[2.2.1]heptan-2-yl]pyridine-3-carbonitrile [C@@H]12N(C[C@@H](NC1)C2)C2=CC=C(C=N2)C#N